C1(C=2C(C(N1C[C@H](CNC1=CC(=C(C=C1)N1CCOCC1)F)O)=O)=CC=CC2)=O N-(3-phthalimido-2-(S)-hydroxypropyl)-3-fluoro-4-(morpholinyl)aniline